C(C=C)(=O)N1CC2=CC=CC(=C2C2(C1)CC2)C2=C1C(=C(NC1=C(C=C2F)C(=O)N)C)Cl 4-(2'-Acryloyl-2',3'-dihydro-1'H-spiro[cyclopropane-1,4'-isoquinolin]-5'-yl)-3-chloro-5-fluoro-2-methyl-1H-indole-7-carboxamide